4-(3-bromo-5-fluorophenyl-1H-1,2,3-triazol-1-yl)-N-(3-cyano-5-methoxyphenyl)-5-hydroxy-N-((1S,2S)-2-hydroxycyclohexyl)-6-(hydroxymethyl)-3-methoxytetrahydro-2H-pyran-2-carboxamide BrC=1C=C(C=C(C1)F)C=1N=NN(C1)C1C(C(OC(C1O)CO)C(=O)N([C@@H]1[C@H](CCCC1)O)C1=CC(=CC(=C1)OC)C#N)OC